CN1C(N(C2=C1C=CC(=C2)C2CCN(CC2)CC2CCNCC2)C2C(NC(CC2)=O)=O)=O 3-(3-methyl-2-oxo-6-(1-(piperidin-4-ylmethyl)piperidin-4-yl)-2,3-dihydro-1H-benzo[d]imidazol-1-yl)piperidine-2,6-dione